ethyl 1-(6-(4-isopropoxyphenyl)quinolin-2-yl)piperidine-4-carboxylate C(C)(C)OC1=CC=C(C=C1)C=1C=C2C=CC(=NC2=CC1)N1CCC(CC1)C(=O)OCC